C(C)(=O)C1(O)[C@](O)([C@](O)([C@H](O1)C(O)C(C)=O)C(C)=O)C(C)=O 1,2,3,5-tetraacetyl-ribofuranose